methyl 2-[2-[2-bromo-4-fluoro-5-[3-methyl-2,6-dioxo-4-(trifluoromethyl)pyrimidin-1-yl]phenoxy]phenoxy]-2-methoxy-acetate BrC1=C(OC2=C(OC(C(=O)OC)OC)C=CC=C2)C=C(C(=C1)F)N1C(N(C(=CC1=O)C(F)(F)F)C)=O